C(C)OC(=O)C1=NC2=CC=C3C(=C2C=2CCCCC12)C=NN3 8,9,10,11-tetrahydro-3H-pyrazolo[4,3-a]phenanthridine-7-carboxylic acid ethyl ester